(4-(3-(1-Methyl-1H-indazol-6-yl)-1,4-dihydrothieno[2',3':4,5]cyclopenta[1,2-c]pyrazol-6-yl)phenyl)(N-morpholinyl)methanone CN1N=CC2=CC=C(C=C12)C=1C2=C(NN1)C1=C(C2)SC(=C1)C1=CC=C(C=C1)C(=O)N1CCOCC1